ClC=1C(NN=CC1N1C[C@@H](CC1)OC1=NC=CC(=C1)C1CCCCC1)=O (R)-4-chloro-5-(3-((4-cyclohexylpyridin-2-yl)oxy)pyrrolidin-1-yl)pyridazin-3(2H)-one